NC1=C(SC2=NC(=CC=C21)C)C(=O)NC2CC=1C=C(C(=NC1CC2)N2CC1(OCCO1)C(C2)N)F 3-amino-N-(2-{9-amino-1,4-dioxa-7-azaspiro[4.4]nonan-7-yl}-3-fluoro-5,6,7,8-tetrahydroquinolin-6-yl)-6-methylthieno[2,3-b]pyridine-2-carboxamide